5-fluoro-2-aminomethylphenyl-boronic acid pinacol ester FC=1C=CC(=C(C1)B1OC(C)(C)C(C)(C)O1)CN